methyl 4-(2-(difluoromethoxy)-5-fluorophenyl)-2-(fluoromethyl)-5-oxo-1,4,5,7-tetrahydrofuro[3,4-b]pyridine-3-carboxylate FC(OC1=C(C=C(C=C1)F)C1C2=C(NC(=C1C(=O)OC)CF)COC2=O)F